5-[2-Isopropyl-6-(trifluoromethyl)pyrrolo[2,3-b]pyridin-1-yl]-7-methyl-indolin C(C)(C)C1=CC=2C(=NC(=CC2)C(F)(F)F)N1C=1C=C2CCNC2=C(C1)C